benzhydryl-aniline methyl-3-nitro-4-(((trifluoromethyl)sulfonyl)oxy)-1-naphthoate COC(=O)C1=CC(=C(C2=CC=CC=C12)OS(=O)(=O)C(F)(F)F)[N+](=O)[O-].C(C1=CC=CC=C1)(C1=CC=CC=C1)NC1=CC=CC=C1